C(C)(C)(C)OC(=O)N(C1CCN(CC1)C(=O)OC1=CC=2C=C3C(=NC2C=C1)C1=CC2=C(C(N1C3)=O)COC(C2(O)CC)=O)C 4-ethyl-4-hydroxy-3,14-dioxo-3,4,12,14-tetrahydro-1H-pyrano[3',4':6,7]indolizino[1,2-b]quinolin-9-yl 4-((tert-butoxycarbonyl)(methyl)amino)piperidine-1-carboxylate